ClC=1C(N(C(=CC1OCC1=NC=C(C=C1F)F)C)C1=CC(=NC=C1C)C1=NC(=CC=C1)C(CO)O)=O 3-chloro-4-[(3,5-difluoropyridin-2-yl)methoxy]-2'-[6-(1,2-dihydroxyethyl)pyridin-2-yl]-5',6-dimethyl-[1,4'-bipyridin]-2-one